C(C)(=O)N1CCC(CC1)C(C)(O)C1=CC=C2[C@](N(C(C2=C1)=O)CC1=NC=C(C=C1)Cl)(OC)C1=CC=C(C=C1)Cl (3R)-6-[1-(1-Acetylpiperidin-4-yl)-1-hydroxyethyl]-3-(4-chlorophenyl)-2-[(5-chloropyridin-2-yl)methyl]-3-methoxy-2,3-dihydro-1H-isoindol-1-on